ClC1=CC(=C(C=C1)N1N=CNCC1=O)OC (4-chloro-2-methoxyphenyl)-4,5-dihydro-1,2,4-triazin-6(1H)-one